FC1CCN(CC1)CCOCC1=CC=C(C=N1)C1=CC=2C3=C(N=NC2C=C1)N(C(N3[C@@H]3C[C@H](C3)OC)=O)C 8-(6-((2-(4-fluoropiperidin-1-yl)ethoxy)methyl)pyridin-3-yl)-1-(trans-3-methoxycyclobutyl)-3-methyl-1H-imidazo[4,5-c]cinnolin-2(3H)-one